(3R)-3-amino-7-(5-tert-butyl-1,3,4-oxadiazol-2-yl)-5-[(6-chloropyridazin-3-yl)methyl]-8-fluoro-1,1-dioxo-2,3-dihydro-1lambda6,5-benzothiazepin-4-one N[C@H]1CS(C2=C(N(C1=O)CC=1N=NC(=CC1)Cl)C=C(C(=C2)F)C=2OC(=NN2)C(C)(C)C)(=O)=O